O1C(CCC1)(C(=O)OCC1=CC=CC=C1)C(=O)OC benzyl methyl tetra-hydrofuran-2,2-dicarboxylate